(S)-5-(2-methyl-4-(piperidin-4-yl)benzo[d][1,3]dioxan-2-yl)cyanopyridine C[C@@]1(OC(C2=C(O1)C=CC=C2)C2CCNCC2)C=2C=CC(=NC2)C#N